(S)-2-amino-N,4-dimethylpentanamide hydrochloride Cl.N[C@H](C(=O)NC)CC(C)C